[O-2].[Ce+3].[Sn+4].[Co+2] cobalt tin cerium oxide